C(C)(C)(C)NC1CCC(CC1)C(=O)O 4-(tert-Butylamino)cyclohexane-1-carboxylic acid